2-chloro-4-phenyl-6-(8-phenyldibenzo[b,d]furan-1-yl)-1,3,5-triazine ClC1=NC(=NC(=N1)C1=CC=CC=C1)C1=CC=CC=2OC3=C(C21)C=C(C=C3)C3=CC=CC=C3